4-(5-(trifluoromethyl)pyrimidin-2-yl)piperazine-1-carboxamide FC(C=1C=NC(=NC1)N1CCN(CC1)C(=O)N)(F)F